2-(3-(trifluoromethyl)benzyl)benzo[d]thiazol-6-amine FC(C=1C=C(CC=2SC3=C(N2)C=CC(=C3)N)C=CC1)(F)F